C(C)OC(=O)C=1C(NC2=CC=CC=C2C1)=O Ethyl-2-oxo-1,2-dihydroquinoline-3-carboxylate